(S)-3-(2-Methoxy-5-(ethylsulfanyl)-4-(trifluoromethyl)phenyl)piperidine hydrochloride Cl.COC1=C(C=C(C(=C1)C(F)(F)F)SCC)[C@H]1CNCCC1